ClC=1C=C2C=CN(C2=CC1)C1CCN(CC1)C(=O)C1=NC(=NO1)C1=CC=C(C=C1)Cl 5-Chloro-N-(1-(3-(4-chlorophenyl)-1,2,4-oxadiazole-5-carbonyl)piperidin-4-yl)-1H-indole